C(C)(C)(C)N1C=NC(=C1)C(=O)NCC(=O)NC=1SC=C(N1)C1=CC(=CC=C1)C#N 1-(tert-butyl)-N-(2-((4-(3-cyanophenyl)thiazol-2-yl)amino)-2-oxoethyl)-1H-imidazole-4-carboxamide